4,4'-bis[N-phenyl-N-(9-phenylcarbazol-3-yl)amino]-1,1'-biphenyl C1(=CC=CC=C1)N(C=1C=CC=2N(C3=CC=CC=C3C2C1)C1=CC=CC=C1)C1=CC=C(C=C1)C1=CC=C(C=C1)N(C1=CC=CC=C1)C=1C=CC=2N(C3=CC=CC=C3C2C1)C1=CC=CC=C1